C[C@@H]1[C@H]([C@@H]([C@H]([C@H](O1)O[C@@H]2[C@H](O[C@@H]([C@@H]([C@H]2O)O)O[C@@H]3[C@H](OC([C@@H]([C@H]3O)O)O)CO)CO)O)O)[NH2+][C@H]4C=C([C@H]([C@@H]([C@H]4O)O)O)CO The molecule is an organic cation obtained by protonation of the secondary amino group of acarbose; major species at pH 7.3. It is an ammonium ion derivative and an organic cation. It is a conjugate acid of an acarbose.